tert-butyl ((3R)-1-(1-(1-(4-(5-(1H-imidazol-1-yl)pyridin-3-yl)-1H-1,2,3-triazol-1-yl)ethyl)-2-oxo-1,2-dihydropyridin-4-yl)piperidin-3-yl)(cyclopropylmethyl)carbamate N1(C=NC=C1)C=1C=C(C=NC1)C=1N=NN(C1)C(C)N1C(C=C(C=C1)N1C[C@@H](CCC1)N(C(OC(C)(C)C)=O)CC1CC1)=O